CP(=O)(C)C1=CC2=C(N=C(N=C2N[C@H](C)C=2C(=C(C=CC2)C(C(=O)NC)(F)F)F)C)C=N1 2-{3-[(1R)-1-{[6-(dimethylphosphoryl)-2-methylpyrido[3,4-d]pyrimidin-4-yl]amino}ethyl]-2-fluorophenyl}-2,2-difluoro-N-methylacetamide